(S)-4-(4-bromo-2,3-difluorophenyl)-2-isopropylmorpholine BrC1=C(C(=C(C=C1)N1C[C@@H](OCC1)C(C)C)F)F